O1CCN(CC1)C1CNC1 3-morpholinoazetidin